4-Chloro-N-[6-(5-cyclopropyl-1H-pyrazol-3-yl)pyridin-3-yl]-3-[(1,1-dioxo-1,4-thiazinan-4-yl)methyl]benzamide ClC1=C(C=C(C(=O)NC=2C=NC(=CC2)C2=NNC(=C2)C2CC2)C=C1)CN1CCS(CC1)(=O)=O